C1=CC(=CC=2OC3=C(C21)C=CC=C3)N3C2=CC=CC=C2C=2C3=CC=C3C1=CC=CC=C1NC23 5-(dibenzo[b,d]furan-3-yl)-5,12-dihydroindolo[3,2-a]carbazole